sodium vanadium phosphate nickel [Ni+2].P(=O)([O-])([O-])[O-].[V+5].[Na+]